methyl (S)-2-(2,6-difluoro-4-(((R)-1,1,1-trifluorobutan-2-yl)amino) benzamido)-3-(7-(1,4,6-trimethyl-2-oxo-1,2-dihydropyridin-3-yl)-1,3-dihydroisobenzofuran-4-yl)propanoate FC1=C(C(=O)N[C@H](C(=O)OC)CC2=C3COCC3=C(C=C2)C=2C(N(C(=CC2C)C)C)=O)C(=CC(=C1)N[C@@H](C(F)(F)F)CC)F